2-(cyclohexanecarbonyl)-8,8-dimethyl-7-oxo-2-azaspiro[3.5]non-5-ene-6-carbonitrile C1(CCCCC1)C(=O)N1CC2(C1)C=C(C(C(C2)(C)C)=O)C#N